β-D-Lactose octaacetate C(C)(=O)O[C@H]1[C@H](OC(C)=O)[C@@H](OC(C)=O)[C@H](O[C@H]2[C@H](OC(C)=O)[C@@H](OC(C)=O)[C@@H](OC(C)=O)[C@H](O2)COC(C)=O)[C@H](O1)COC(C)=O